(Phenyl)(phenylcarbazolylbiphenylyl)(dibenzothiophenyl)(phenyl)(phenylcarbazolylbiphenylyl)(dibenzothiophenyl)triazine C1(=CC=CC=C1)N1N(N(C(=C(C1C1=CC=CC=2SC3=C(C21)C=CC=C3)C3=C(C=CC(=C3C3=CC=CC=2C1=CC=CC=C1NC32)C3=CC=CC=C3)C3=CC=CC=C3)C3=CC=CC=C3)C3=CC=CC=2SC1=C(C23)C=CC=C1)C1=C(C=CC(=C1C1=CC=CC=2C3=CC=CC=C3NC12)C1=CC=CC=C1)C1=CC=CC=C1